(1R,3S,5R)-N-(6-bromo-3-methylpyridin-2-yl)-5-(methyl-d3)-2-azabicyclo[3.1.0]hexane-6,6-d2-3-carboxamide TFA salt OC(=O)C(F)(F)F.BrC1=CC=C(C(=N1)NC(=O)[C@H]1N[C@@H]2C([C@@]2(C1)C([2H])([2H])[2H])([2H])[2H])C